picolinium iodide [I-].[NH+]1=C(C=CC=C1)C